C(C)OC(CC(C1=C(C=C(C=C1)OC)[N+](=O)[O-])C#N)=O 3-cyano-3-(4-methoxy-2-nitrophenyl)propionic acid ethyl ester